2-oxo-5-(4-(thiophen-3-ylmethoxy)phenyl)-6-(trifluoromethyl)-1,2-dihydropyridine-3-carboxamide O=C1NC(=C(C=C1C(=O)N)C1=CC=C(C=C1)OCC1=CSC=C1)C(F)(F)F